CN(C)C(OC)N(C)C bis-dimethylaminomethoxymethane